2-(5-Fluoro-2-((5-(6-methyl-2,6-diazaspiro[3.4]octan-2-yl)pyridin-2-yl)amino)pyrimidin-4-yl)-7-isopropyl-3,5-dimethylthieno[3,2-c]pyridin-4(5H)-one FC=1C(=NC(=NC1)NC1=NC=C(C=C1)N1CC2(C1)CN(CC2)C)C2=C(C=1C(N(C=C(C1S2)C(C)C)C)=O)C